N-[(1S)-1-(dicyclopropylmethyl)-2-[4-(3,5-diethyl-1H-pyrazol-4-yl)anilino]-2-oxo-ethyl]-2-isopropyl-pyrazole-3-carboxamide C1(CC1)C([C@@H](C(=O)NC1=CC=C(C=C1)C=1C(=NNC1CC)CC)NC(=O)C=1N(N=CC1)C(C)C)C1CC1